N-(2-methyl-5-nitrophenyl)-3-(9-(tetrahydro-2H-pyran-2-yl)-9H-purin-6-yl)pyridin-2-amine CC1=C(C=C(C=C1)[N+](=O)[O-])NC1=NC=CC=C1C1=C2N=CN(C2=NC=N1)C1OCCCC1